BrC=1C=C2[C@H](CCNC2=CC1)C |o1:4| rel-(S)-6-bromo-4-methyl-1,2,3,4-tetrahydroquinoline